N-methyl-6-(trifluoromethyl)-2,3-dihydrobenzofuran-3-amine CNC1COC2=C1C=CC(=C2)C(F)(F)F